Prenyl Ether C(C=C(C)C)OCC=C(C)C